C=C1C(=O)OCC1CC α-methylene-β-ethyl-γ-butyrolactone